(Z,Z,Z)-6,9,12-Octadecatriene CCCCC\C=C/C\C=C/C\C=C/CCCCC